2-Methyl-1H-pyrrole-3-thiol CC=1NC=CC1S